8'-(1-chloroethyl)-7'-fluoro-3'H-spiro[cyclopropane-1,2'-imidazo[1,2-c]quinazolin]-5'(6'H)-one ClC(C)C=1C=CC=2C=3N(C(NC2C1F)=O)CC1(N3)CC1